FC(CN1N=CC2=CC=C(C=C12)[C@@H]1[C@H](C1)C=1C=2N(N=C(C1)C=1C(NC(NC1)=O)=O)C(=CN2)F)F 5-[8-[(1S,2S)-2-[1-(2,2-difluoroethyl)indazol-6-yl]cyclopropyl]-3-fluoro-imidazo[1,2-b]pyridazin-6-yl]-1H-pyrimidine-2,4-dione